[Si](C)(C)(C(C)(C)C)OCC=1OC2=C(C1)C=C(C=C2I)COC2=C(C=CC=C2)CCC(=O)OCC ethyl 3-(2-((2-(((tert-butyldimethylsilyl)oxy)methyl)-7-iodobenzofuran-5-yl)methoxy)phenyl)propanoate